C[C@@H]1CN(C[C@@H](N1)C)C1=NC=C(C=N1)[N+](=O)[O-] 2-((3R,5S)-3,5-dimethylpiperazin-1-yl)-5-nitropyrimidine